di-isopropyl-boron C(C)(C)[B]C(C)C